Methyl-2-[2-({[3-bromo-1-(3-chloropyridin-2-yl)-1H-pyrazol-5-yl] carbonyl} amino)-5-cyano-3-methylbenzoyl]-2-methylhydrazincarboxylat COC(=O)NN(C)C(C1=C(C(=CC(=C1)C#N)C)NC(=O)C1=CC(=NN1C1=NC=CC=C1Cl)Br)=O